C1(CC2C(CC1)O2)COC(CCCCC(=O)OCC2CC1C(CC2)O1)=O bis-3,4-epoxycyclohexylmethyladipate